(8-(5-((14-amino-3,6,9,12-tetraoxatetradecyl)oxy)pyridin-3-yl)-1-(3,5-dichlorophenyl)-7-methoxy-1,4-dihydrochromeno[4,3-c]pyrazol-3-yl)(3,3-dimethylmorpholino)methanone NCCOCCOCCOCCOCCOC=1C=C(C=NC1)C1=CC2=C(C=C1OC)OCC1=C2N(N=C1C(=O)N1C(COCC1)(C)C)C1=CC(=CC(=C1)Cl)Cl